2-(bicyclo[1.1.1]pentan-1-yl)-8-bromo-3,6-dimethylquinazolin-4(3H)-one C12(CC(C1)C2)C2=NC1=C(C=C(C=C1C(N2C)=O)C)Br